(3R)-3-amino-7-(5-tert-butyl-1,3,4-oxadiazol-2-yl)-5-[(4-chlorophenyl)methyl]-8-fluoro-9-methyl-1,1-dioxo-2,3-dihydro-1λ6,5-benzothiazepin-4-one N[C@H]1CS(C2=C(N(C1=O)CC1=CC=C(C=C1)Cl)C=C(C(=C2C)F)C=2OC(=NN2)C(C)(C)C)(=O)=O